CN(CC(C(=O)O)(C)C)C 3-(dimethylamino)-2,2-dimethylpropionic acid